ClC=1C=C2C(=CN1)NC(=C2C)C2=C(C=CC=C2)F 5-chloro-2-(2-fluorophenyl)-3-methyl-1H-pyrrolo[2,3-c]pyridine